C(CCC)S(=O)C1=C(C=2C(=NC(=CC2C2=CN=C(N2C)C)C=2SC=CN2)S1)N 2-(butylsulfinyl)-4-(1,2-dimethyl-1H-imidazol-5-yl)-6-(thiazol-2-yl)thieno[2,3-b]Pyridin-3-amine